6-[(3S)-Pyrrolidin-3-yl]oxy-N-(2,3,4-trifluorophenyl)pyrido[3,2-d]pyrimidin-4-amine N1C[C@H](CC1)OC=1C=CC=2N=CN=C(C2N1)NC1=C(C(=C(C=C1)F)F)F